6-[(1,3-benzothiazol-6-yl)amino]-1-{6-[(1-methylpiperidin-4-yl)oxy]pyridin-2-yl}-2-(prop-2-en-1-yl)-1H,2H,3H-pyrazolo[3,4-d]pyrimidin-3-one S1C=NC2=C1C=C(C=C2)NC2=NC=C1C(=N2)N(N(C1=O)CC=C)C1=NC(=CC=C1)OC1CCN(CC1)C